N-(tert-Butoxycarbonyl)-L-6-acetoxy-tryptophan C(C)(C)(C)OC(=O)N[C@@H](CC1=CNC2=CC(=CC=C12)OC(C)=O)C(=O)O